C(CCCC)C(COC(CCCCCN(C(OCCN(CCOC(N(CCCCCC(=O)OCC(CCCCC)CCCCC)CCCCCCC)=O)CCCN(CC)CC)=O)CCCCCCC)=O)CCCCC bis(2-pentylheptyl)-12-(3-(diethylamino)propyl)-7,17-diheptyl-8,16-dioxo-9,15-dioxa-7,12,17-triazatricosanedioate